((5-fluoro-2,3-dihydrobenzofuran-4-yl)methyl)-2-(methoxymethyl)imidazo[1,2-c]pyrimidin-5-amine FC=1C=CC2=C(CCO2)C1CC1=C(N=C2N1C(=NC=C2)N)COC